6-(2-{[(3R,4R)-3-Fluoro-2,2,6,6-tetramethylpiperidin-4-yl](methyl)amino}[1,3]thiazolo[4,5-c]pyridin-6-yl)-2-methylimidazo[1,2-a]pyridin-8-carbonitril-Dihydrochlorid Cl.Cl.F[C@H]1C(NC(C[C@H]1N(C=1SC2=C(C=NC(=C2)C=2C=C(C=3N(C2)C=C(N3)C)C#N)N1)C)(C)C)(C)C